2-(2-hydroxy-1-methyl-ethoxy)-propan-ol OCC(OC(CO)C)C